The molecule is a hydroxy monocarboxylic acid anion that is the conjugate base of 5-[(E)-caffeoyl]shikimic acid. Major structure at pH 7.3 It has a role as a plant metabolite. It is a cyclohexenecarboxylate and a hydroxy monocarboxylic acid anion. It is a conjugate base of a 5-[(E)-caffeoyl]shikimic acid. C1[C@H]([C@@H]([C@@H](C=C1C(=O)[O-])O)O)OC(=O)/C=C/C2=CC(=C(C=C2)O)O